ethyl 2-(3-chloro-5-((R)-3-methylmorpholino) isothiazolo[4,5-b]pyridin-7-yl)-2-cyanoacetate ClC1=NSC=2C1=NC(=CC2C(C(=O)OCC)C#N)N2[C@@H](COCC2)C